CN\\1C2=CC=CC=C2S/C1=C/C3=CC=[N+](C=C3)CCC[N+](C)(C)CCC[N+](C)(C)CCC[N+]4=CC=C(C=C4)/C=C\\5/N(C6=CC=CC=C6S5)C The molecule is the cationic form of BoBo-1, a symmetrical cyanine dye. It has a role as a fluorochrome. It is a cyanine dye and an organic cation.